BrC=1C=C(C(N(C1)C)=O)NC1=NC=C(C=C1)N1[C@H](CNCC1)C (S)-5-bromo-1-methyl-3-((5-(2-methylpiperazin-1-yl)pyridin-2-yl)amino)pyridin-2(1H)-one